C(C)N(C(C1=C(C=CC=C1)F)=O)C1=CC(=CC=C1)OCC1=CN=CN1 N-ethyl-2-fluoro-N-[3-(1H-imidazol-5-ylmethoxy)phenyl]benzamide